6-iodo-2-methylimidazo[1,2-a]pyridine IC=1C=CC=2N(C1)C=C(N2)C